N-(3-(1-(4-trifluoromethoxybenzyl)-1H-benzo[d]imidazol-6-yl)-1H-pyrazol-5-yl)-4-((1-methylpiperidin-4-yl)amino)benzamide FC(OC1=CC=C(CN2C=NC3=C2C=C(C=C3)C3=NNC(=C3)NC(C3=CC=C(C=C3)NC3CCN(CC3)C)=O)C=C1)(F)F